FC=C1C[C@@H]2CCC(N2C1)=O (S)-2-(fluoromethylene)-5-oxotetrahydro-1H-pyrrolizine